4-amino-1-((2R,4S,5R)-4-hydroxy-5-(hydroxymethyl)tetrahydrofuran-2-yl)pyrimidin NC1=NCN(C=C1)[C@@H]1O[C@@H]([C@H](C1)O)CO